NC(CCNC1=NOC2=C1C=C(C=C2)CN2[C@@H](CN(CC2)C(=O)OC(C)(C)C)C)=O tert-butyl (R)-4-((3-((3-amino-3-oxopropyl) amino) benzo[d]Isoxazol-5-yl) methyl)-3-methylpiperazine-1-carboxylate